5-(3-chloroimidazo[1,2-b]pyridazin-6-yl)-N-(pyridin-4-yl)-7H-pyrrolo[2,3-d]pyrimidin-2-amine ClC1=CN=C2N1N=C(C=C2)C2=CNC=1N=C(N=CC12)NC1=CC=NC=C1